(5S)-8-chloro-7-(2,6-difluorophenyl)-2,5,9-trimethyl-5H-pyrimido[1,2-a][1,4]benzodiazepin-3-one ClC1=C(C=CC2=C1C(=N[C@H](C=1N2C=C(C(N1)=O)C)C)C1=C(C=CC=C1F)F)C